2-chloro-N,5-dihydroxybenzene-1-sulfonamide ClC1=C(C=C(C=C1)O)S(=O)(=O)NO